C(C)OC(=O)[C@@H]1C2CCC([C@@H]1NS(=O)(=O)C(C)(C)C)CC2 (2R,3S)-3-(S-tert-butylsulfonamido)-bicyclo[2.2.2]octane-2-carboxylic acid ethyl ester